2-chloro-N-((5-chloro-8-hydroxyquinolin-7-yl)(phenyl)methyl)acetamide ClCC(=O)NC(C1=CC=CC=C1)C1=CC(=C2C=CC=NC2=C1O)Cl